4-chloro-N-tertiary butyl-benzamide Adenosine-5'-monophosphate P(=O)(O)(O)OC[C@@H]1[C@H]([C@H]([C@@H](O1)N1C=NC=2C(N)=NC=NC12)O)O.ClC1=CC=C(C(=O)NC(C)(C)C)C=C1